2-(4,4-difluorocyclohexyl)pyridazin-3(2H)-one FC1(CCC(CC1)N1N=CC=CC1=O)F